4-(piperidin-4-yl)quinazoline N1CCC(CC1)C1=NC=NC2=CC=CC=C12